ClC1=CC=C(C=C1)C=1C=CC=2C=C(C3=CC=CC=C3C2C1)C1=CC=CC2=CC=CC=C12 3-(4-chlorophenyl)-9-(naphthalen-1-yl)phenanthrene